CB1C(C=CC=C1)C 1,2-dimethyl-2H-borinine